C=C(C(=O)O)CCCC=CCC=CCCCC methylenetetradeca-6,9-dienoic acid